ClC=1C=C(C=C(C1OC1=C(C=C(C=C1C)NC(C1=CC(=CC(=C1)OC)F)=O)C)Cl)NC(CCCC(=O)O)=O 5-((3,5-dichloro-4-(4-(3-fluoro-5-methoxybenzoylamino)-2,6-dimethylphenoxy)phenyl)amino)-5-oxopentanoic acid